lanthanum-strontium-cobalt oxide [Co]=O.[Sr].[La]